C(C)(=O)NC1=C(SC=C1)C(=O)OC methyl 3-acetamidothiophene-2-carboxylate